O[C@@]1(C(N(CC1)C)=O)C1=CC(=NO1)C1=NC(=CC=C1)C1=NC(=NC=C1)NC=1C=NN(C1)CC(F)(F)F (R)-3-Hydroxy-1-methyl-3-(3-(6-(2-((1-(2,2,2-trifluoroethyl)-1H-pyrazol-4-yl)amino)pyrimidin-4-yl)pyridin-2-yl)isoxazol-5-yl)pyrrolidin-2-one